BrC1=C(C=C(C(=C1)F)Cl)OCOC 1-bromo-4-chloro-5-fluoro-2-(methoxyl-methoxy)benzene